2-(4-acetylphenyl)-10-(azetidin-1-yl)-7,7-dimethyl-5,12b-dihydro-1H,7H-chromeno[4,3-c][1,2,4]triazolo[1,2-a]pyridazine-1,3(2H)-dione C(C)(=O)C1=CC=C(C=C1)N1C(N2N(CC=C3C2C=2C=CC(=CC2OC3(C)C)N3CCC3)C1=O)=O